magnesium carbon water O.[C].[Mg]